BrC=1C(=C(C(=NC1)OC)[N+](=O)[O-])C1=C(N(C)C)C=CC=C1 (E)-2-(5-bromo-2-methoxy-3-nitro-4-pyridinyl)-N,N-dimethylaniline